C(C)(C)(C)P(C12CC3CC(CC(C1)C3)C2)C23CC1CC(CC(C2)C1)C3 tert-butyl-di(1-adamantyl)phosphine